3-cyano-4-hydroxy-5-nitrobenzoic acid methyl ester COC(C1=CC(=C(C(=C1)[N+](=O)[O-])O)C#N)=O